NC1=NC=C(C(=N1)C(F)F)C1=NC(=NC(=N1)N1CCOCC1)N1CCN(CC1)C(CC1CCN(CC1)C(\C=C\C)=O)=O (E)-1-(4-(2-(4-(4-(2-amino-4-(difluoromethyl)pyrimidin-5-yl)-6-morpholino-1,3,5-triazin-2-yl)piperazin-1-yl)-2-oxoethyl)piperidin-1-yl)but-2-en-1-one